C(C)(C)(C)OC(=O)NC(N1[C@@H]([C@H](CC1)O)C1=NC(=NO1)C1=CC(=C(C=C1)OCCC1=CC=C(C=C1)C(F)(F)F)C(F)(F)F)=NC(OC(C)(C)C)=O tert-butyl (((tert-butoxycarbonyl)amino)((2S,3S)-3-hydroxy-2-(3-(3-(trifluoromethyl)-4-(4-(trifluoromethyl)phenethoxy)phenyl)-1,2,4-oxadiazol-5-yl)pyrrolidin-1-yl)methylene)carbamate